CC1N(CC(=C1)N(C(C#CC)=O)C)C(=O)OC(C)(C)C tert-Butyl 2-methyl-4-(N-methylbut-2-ynamido)-2,5-dihydro-1H-pyrrole-1-carboxylate